[4-[(2R,5S)-1-[2-[(5-carbamoyl-3-pyridyl)amino]-2-oxo-acetyl]-5-methyl-2-piperidyl]phenyl] acetate C(C)(=O)OC1=CC=C(C=C1)[C@@H]1N(C[C@H](CC1)C)C(C(=O)NC=1C=NC=C(C1)C(N)=O)=O